Bis(1-benzyl-2,2,4-trimethyl-1,2,3,4-tetrahydroquinolin-7-yl)dimethylsilane C(C1=CC=CC=C1)N1C(CC(C2=CC=C(C=C12)[Si](C)(C)C1=CC=C2C(CC(N(C2=C1)CC1=CC=CC=C1)(C)C)C)C)(C)C